C(C)(C)(C)OC(=O)N1CCC(=CC1)C1=NC=NC(=C1)Br 4-(6-bromopyrimidin-4-yl)-3,6-dihydro-2H-pyridine-1-carboxylic acid tert-butyl ester